3-(2-amino-6-(1-((1-methyl-1H-indol-3-yl)methyl)-1H-1,2,3-triazol-4-yl)pyrimidin-4-yl)2-methylbenzonitrile NC1=NC(=CC(=N1)C=1C(=C(C#N)C=CC1)C)C=1N=NN(C1)CC1=CN(C2=CC=CC=C12)C